2-Dicyclohexylphosphino-2,4,6'-triisopropylbiphenyl C1(CCCCC1)P(C1(C(=CC=C(C1)C(C)C)C1=CC=CC=C1C(C)C)C(C)C)C1CCCCC1